(S)-N-(5-Chloro-2-methylphenyl)-2-((S)-3,3-difluorocyclopentyl)-2-(4-(2-methyl-2H-tetrazol-5-yl)phenyl)acetamide ClC=1C=CC(=C(C1)NC([C@H](C1=CC=C(C=C1)C=1N=NN(N1)C)[C@@H]1CC(CC1)(F)F)=O)C